ClC=1C=CC(=C(C1)C1=NN(C=C1NC(=O)C=1C=NN2C1N=CC=C2)CC2=CC=NO2)OC N-(3-(5-chloro-2-methoxyphenyl)-1-(isoxazol-5-ylmethyl)-1H-pyrazol-4-yl)pyrazolo[1,5-a]pyrimidine-3-carboxamide